ClC=1C(=NC(=C(C(=O)NC2=CC(=CC=C2)C#N)C1)N1CCCC1)C 5-chloro-N-(3-cyanophenyl)-6-methyl-2-(pyrrolidin-1-yl)nicotinamide